1-(2,4-Difluoro-3-hydroxy-5-(trifluoromethyl)phenyl)-5-(methyl(tetrahydro-2H-pyran-4-yl)amino)-1H-indazole-3-carbonitrile FC1=C(C=C(C(=C1O)F)C(F)(F)F)N1N=C(C2=CC(=CC=C12)N(C1CCOCC1)C)C#N